C(#N)C=1C(=CC(=NC1)NC(=O)N1CCCC2=CC(=C(N=C12)C=O)CN1C2(CC2)COC1=O)NCCSC N-(5-cyano-4-((2-(methylthio)ethyl)amino)pyridin-2-yl)-7-formyl-6-((5-oxo-6-oxa-4-azaspiro[2.4]heptan-4-yl)methyl)-3,4-dihydro-1,8-naphthyridine-1(2H)-carboxamide